OC1=NC=CC2=C1C=CN2CC2=CC=C(C=C2)B(O)O (4-((4-hydroxy-1H-pyrrolo[3,2-c]pyridin-1-yl)methyl)phenyl)boronic acid